CC=1C=C(C2=CC=CC=C2C1)C1(CC1)S(=O)(=O)N 3-methylnaphthalen-1-yl-cyclopropanesulfonamide